C1(CC1)C1=C(C(=NO1)C1=C(C=CC=C1Cl)Cl)COC1CCN(CC1)C=1SC=C(N1)C1=C(C=C(C(=O)O)C=C1)C 4-(2-(4-((5-cyclopropyl-3-(2,6-dichlorophenyl)isoxazol-4-yl)methoxy)piperidin-1-yl)thiazol-4-yl)-3-methylbenzoic acid